O=C1NC2(CC(C2)C(=O)O)CO1 (2R,4r)-6-oxo-7-oxa-5-azaspiro[3.4]octane-2-carboxylic acid